O1CCN(CC1)C1=NC=CC2=C1C=C(N2COCC[Si](C)(C)C)C2=CC=C(C=C2)NC=2C=NC(=NC2)N2CCN(CC2)C(=O)OC(C)(C)C tert-butyl 4-(5-((4-(4-morpholino-1-((2-(trimethylsilyl)ethoxy)methyl)-1H-pyrrolo[3,2-c]pyridin-2-yl)phenyl)amino)pyrimidin-2-yl)piperazine-1-carboxylate